C([O-])([O-])=O.O([Al+2])[Al+2].C([O-])([O-])=O oxydialuminum carbonate